Boron-germanium [Ge].[B]